C1=CC(=CC=C1OC2=C(C=C(C=C2)Cl)O)Cl 4,4'-dichloro-2-hydroxydiphenyl Ether